1,3-di(3-aminophenoxy)propane methyl-7-(2-((1-aminoisoquinolin-6-yl)carbamoyl)-5-methoxy-4-(thiophen-2-yl)phenyl)-2,3-dimethyl-4H-thieno[3,2-c]chromene-8-carboxylate COC(=O)C1=CC=2C3=C(COC2C=C1C1=C(C=C(C(=C1)OC)C=1SC=CC1)C(NC=1C=C2C=CN=C(C2=CC1)N)=O)C(=C(S3)C)C.NC=3C=C(OCCCOC1=CC(=CC=C1)N)C=CC3